2,2-diethoxyphenylacetone C(C)OC1(C(C=CC=C1)CC(C)=O)OCC